FC(OC[C@@H](C1=CC(=CC=C1)OC(F)F)NC(C[C@@](C)(O)C1(CC1)F)=O)F (R)-N-((R)-2-(difluoromethoxy)-1-(3-(difluoromethoxy)phenyl)ethyl)-3-(1-fluorocyclopropyl)-3-hydroxybutanamide